6-chloro-3-(((1R)-1-(2-cyano-7-methyl-3-(1-oxa-6-azaspiro[3.4]octan-6-yl)quinoxalin-5-yl)ethyl)amino)picolinic acid ClC1=CC=C(C(=N1)C(=O)O)N[C@H](C)C1=C2N=C(C(=NC2=CC(=C1)C)C#N)N1CC2(CCO2)CC1